O1[C@@H](COCC1)CNC(=O)C1=C(C2=C(C[C@@H](C3=CN(N=C23)C[C@@H]2OCCOC2)C)O1)C(F)(F)F (4S)-N-{[(2R)-1,4-Dioxan-2-yl]methyl}-2-{[(2S)-1,4-dioxan-2-yl]methyl}-4-methyl-8-(trifluoromethyl)-4,5-dihydro-2H-furo[2,3-g]indazol-7-carboxamid